ClC1=NC=C(C=C1B(O)O)C(C)O (2-chloro-5-(1-hydroxyethyl)pyridin-3-yl)boronic acid